[N+](=O)([O-])C1=CC=C(C=C1)NC1=NC(=NC=C1)N N4-(4-Nitrophenyl)-pyrimidine-2,4-diamine